O1CCC(CC1)C1=NC2=CC=CC=C2C(=C1)Cl 2-(tetrahydro-2H-pyran-4-yl)-4-chloroquinoline